15-hydroxyeicosa-5,8,11-trienoic acid OC(CCC=CCC=CCC=CCCCC(=O)O)CCCCC